C(C1=CC=CC=C1)(=O)O[C@@H]1C[C@H]([C@@H](OC1O)C)OC(C1=CC=CC=C1)=O benzoic acid (2S,3R,5R)-5-(benzoyloxy)-6-hydroxy-2-methyloxan-3-yl ester